C(C1=CC=CC=C1)OC(=O)C(OC(=O)Cl)C1=CC=CC=C1 benzyloxycarbonyl-(Cbz) chloride